(2S)-1-((3-mercaptoadamantan-1-yl)glycyl)pyrrolidine-2-carbonitrile SC12CC3(CC(CC(C1)C3)C2)NCC(=O)N2[C@@H](CCC2)C#N